N-(5-chloro-6-methoxy-1-isoquinolyl)-4-(1-methyltriazol-4-yl)-N-[(3R)-3-piperidyl]benzamide ClC1=C2C=CN=C(C2=CC=C1OC)N(C(C1=CC=C(C=C1)C=1N=NN(C1)C)=O)[C@H]1CNCCC1